Ethylaminocyanoacetate C(C)NC(C(=O)[O-])C#N